CN(C)CCCN(C)C Tetramethyl-1,3-diaminopropane